N[C@H]1CN(CC1)CCCCC1CCN(CC1)C=1C(=CC2=C(C(C=3NC4=CC(=CC=C4C3C2=O)C#N)(C)C)C1)CC 8-(4-{4-[(3R)-3-aminopyrrolidin-1-yl]butyl}piperidin-1-yl)-9-ethyl-6,6-dimethyl-11-oxo-5H,6H,11H-benzo[b]carbazole-3-carbonitrile